tert-butyl (S)-(1-methoxypropan-2-yl)carbamate COC[C@H](C)NC(OC(C)(C)C)=O